OC1=C(C=C(C=C1)[N+](=O)[O-])C=NC1C(CCCC1)N=CC1=C(C=CC(=C1)[N+](=O)[O-])O N,N'-bis[(2-hydroxy-5-nitrophenyl)-methylene]-1,2-diaminocyclohexane